(2S,4R)-4-(4-[1,2,3]triazol-2-yl-2-trifluoromethyl-benzenesulfonyl)-1-(1-trifluoromethyl-cyclopropanecarbonyl)-pyrrolidine-2-carboxylic acid (1-cyano-cyclopropyl)-amide C(#N)C1(CC1)NC(=O)[C@H]1N(C[C@@H](C1)S(=O)(=O)C1=C(C=C(C=C1)N1N=CC=N1)C(F)(F)F)C(=O)C1(CC1)C(F)(F)F